methyl 2-(4-chloro-2-oxopyridin-1(2H)-yl)propanoate ClC1=CC(N(C=C1)C(C(=O)OC)C)=O